Br.CC1=C(C=CC(=C1)C)SC1=C(C=CC=C1)N1CCNCC1 1-[2-(2,4-dimethyl-phenylmercapto)-phenyl]-piperazine hydrobromide